C1(=CC=CC=C1)S(=O)(=O)N1C=CC=2C1=NC=C1C2N(C(=N1)C=1C(=NC=CC1)N)C1CNCC1 3-(6-(benzenesulfonyl)-1-(pyrrolidin-3-yl)-1,6-dihydroimidazo[4,5-d]Pyrrolo[2,3-b]Pyridin-2-yl)pyridin-2-amine